FC(C(=O)O)(F)F.N[C@H]1CN(CCC1)C(=O)C1=NN(C(=C1)C1=CC(=C(C#N)C=C1)F)C1=CC=C(C=C1)N1CCS(CC1)(=O)=O (R)-4-(3-(3-aminopiperidine-1-carbonyl)-1-(4-(1,1-dioxidothiomorpholino)phenyl)-1H-pyrazol-5-yl)-2-fluorobenzonitrile 2,2,2-trifluoroacetate